(R)-2-((3-chloro-5-(2-(6-(dimethylamino)-2-methylhex-3-yl)-2,6-diazaspiro[3.4]oct-6-yl)-1,2,4-triazin-6-yl)oxy)-N-ethyl-5-fluoro-N-isopropylbenzamide formate C(=O)O.ClC=1N=NC(=C(N1)N1CC2(CN(C2)[C@@H](C(C)C)CCCN(C)C)CC1)OC1=C(C(=O)N(C(C)C)CC)C=C(C=C1)F